ribosyl-imidazole-phosphate P(=O)(O)(O)O.C1([C@H](O)[C@H](O)[C@H](O1)CO)C=1NC=CN1